FC1=CNC2=NC=C(C=C21)OC2=C(C(=O)OC)C=CC(=C2)N2CC1(C2)CC(C1)N1[C@@H](CN(CC1)CC=1C=C(C2=C(C=C(O2)C)C1)OC)C1=C(C=CC=C1)C(C)C Methyl (R)-2-((3-fluoro-1H-pyrrolo[2,3-b]pyridin-5-yl)oxy)-4-(6-(2-(2-isopropylphenyl)-4-((7-methoxy-2-methylbenzofuran-5-yl)methyl)piperazin-1-yl)-2-azaspiro[3.3]heptan-2-yl)benzoate